N-(4,6-dimethylbenzo[d]thiazol-2-yl)-1-((4-fluoro-2-methylphenyl)sulfonyl)piperidine-4-carboxamide CC1=CC(=CC2=C1N=C(S2)NC(=O)C2CCN(CC2)S(=O)(=O)C2=C(C=C(C=C2)F)C)C